1-Phenyl-1-cyclopentanol C1(=CC=CC=C1)C1(CCCC1)O